ClC=1C(=C(C=CC1)C1=NC=CC=C1C1=NN2C(C=CC=C2)=N1)C 2-(3-Chloro-2-methylphenyl)pyridin-3-yl-[1,2,4]triazolo[1,5-a]pyridin